ClC1=CC=C(C=C1)C#CC1=CC=2C3=C(C=NC2C=C1)N(C(N3C=3C=C(C#N)C=CC3C)=N)C 3-(8-((4-Chlorophenyl)ethynyl)-2-imino-3-methyl-2,3-dihydro-1H-imidazo[4,5-c]quinolin-1-yl)-4-methylbenzonitrile